(4'-bromo)-[1,1'-biphenyl]-4-carbonitrile BrC1=CC=C(C=C1)C1=CC=C(C=C1)C#N